(R)-N-((2-(3-bromo-4-fluoro-1H-pyrazol-1-yl)-1,6-naphthyridin-7-yl)methyl)-4-cyano-4-methylisochroman-6-carboxamide BrC1=NN(C=C1F)C1=NC2=CC(=NC=C2C=C1)CNC(=O)C=1C=C2[C@](COCC2=CC1)(C)C#N